2-(2,6-dioxopiperidin-3-yl)-5-(((trans-3-(4-(6-morpholinopyridin-2-yl)-1H-pyrazol-1-yl)cyclobutyl)methyl)amino)isoindoline-1,3-dione O=C1NC(CCC1N1C(C2=CC=C(C=C2C1=O)NC[C@@H]1C[C@H](C1)N1N=CC(=C1)C1=NC(=CC=C1)N1CCOCC1)=O)=O